C(=C)SC1=NC(=NC(=N1)SC=C)SC=C 2,4,6-trivinylmercapto-1,3,5-triazine